FC(C(=O)O)(F)F.NC=1C(=NC(=CN1)C1=C(C=CC(=C1)C(C(F)(F)F)(C(=O)N)O)C)C(=O)N[C@H](CC#N)C 3-amino-6-(5-(3-amino-1,1,1-trifluoro-2-hydroxy-3-oxopropan-2-yl)-2-methylphenyl)-N-((S)-1-cyanopropan-2-yl)pyrazine-2-carboxamide trifluoroacetate